4-((3-chlorobenzyl)amino)-6-(3,5-dimethylisoxazol-4-yl)-N-(4-methylpyridin-3-yl)quinazoline-2-carboxamide ClC=1C=C(CNC2=NC(=NC3=CC=C(C=C23)C=2C(=NOC2C)C)C(=O)NC=2C=NC=CC2C)C=CC1